C(C)OC=1C(=O)O[C@@H](C1[O-])[C@@H](O)CO O-ethyl-ascorbate